n-Butyl Ether Acetate C(C)(=O)O.C(CCC)OCCCC